methyl 1-amino-2,2-difluorocyclopropane-1-carboxylate hydrobromide Br.NC1(C(C1)(F)F)C(=O)OC